2-acetyl-2-methyl-5-ethylpyrazine C(C)(=O)C1(NC=C(N=C1)CC)C